NCC=1C=C(C=C(C1)F)C=1C=CC2=C(C(=CO2)COC2=C(C=CC=C2)CC(=O)O)C1 2-(2-((5-(3-(aminomethyl)-5-fluorophenyl)benzofuran-3-yl)methoxy)phenyl)acetic acid